N-(4-methoxybenzyl)-2-methyleneaziridine COC1=CC=C(CN2C(C2)=C)C=C1